(2-methoxy-eth-oxy)methylchloride COCCOCCl